azobisisobutyramide N(=NC(C(=O)N)(C)C)C(C(=O)N)(C)C